CS(=O)(=O)N1C2CC(CC1CC2)NC(C2=CC=CC(=C2)C(F)(F)F)=O N-(8-(methylsulfonyl)-8-azabicyclo[3.2.1]oct-3-yl)-5-(trifluoromethyl)benzamide